1-(2-((4-(methoxycarbonyl)-2-methylthiophen-3-yl)amino)-2-oxoethyl)-1-(2-((4-methylisoxazol-3-yl)amino)-2-oxoethyl)azepan-1-ium COC(=O)C=1C(=C(SC1)C)NC(C[N+]1(CCCCCC1)CC(=O)NC1=NOC=C1C)=O